C(C)(C)(C)OC(=O)N1CCC(CC1)C1=C(C(=NC=C1F)N)N tert-butyl-4-(2,3-diamino-5-fluoro-4-pyridyl)piperidine-1-carboxylate